OC(CNC(=O)C1=NC=C(C=C1)[N+](=O)[O-])C 5-nitro-pyridine-2-carboxylic acid (2-hydroxy-propyl)-amide